2,4-dichloro-6-chloromethylphenol ClC1=C(C(=CC(=C1)Cl)CCl)O